NC1=C(C=CC(=C1)C(C)(C)C)C=1C=C2CCN(C(C2=CC1)=O)C=1C=CC(=C(C1)NS(=O)(=O)C)OCOCCOC N-(5-(6-(2-amino-4-(tert-butyl)phenyl)-1-oxo-3,4-dihydroisoquinolin-2(1H)-yl)-2-((2-methoxyethoxy)methoxy)phenyl)methanesulfonamide